O=C(C(=O)O)CCCCCCCCCCCCCCCC oxostearic acid